C12(CC3CC(CC(C1)C3)C2)CC(=O)NC2=CC3=C(NC(=N3)CC=3C(=NC=CC3)OC)C=C2 2-(1-adamantyl)-N-[2-[(2-methoxy-3-pyridinyl)methyl]-1H-benzimidazol-5-yl]acetamide